FC1(CCN(CCC1)C1=NC2=CC=CC=C2C=C1C(=O)NC1=CC(=CC=C1)S(=O)(=N)C)F 2-(4,4-difluoroazepan-1-yl)-N-(3-(S-methylsulfonimidoyl)phenyl)quinoline-3-carboxamide